C(#N)C1=C(C2=C(N(C(N(C2=O)C(C(=O)OC(C)(C)C)(C)C)=O)CC(OC2CCOCC2)C2=C(C(=CC=C2)F)OC)S1)C tert-butyl 2-(6-cyano-1-(2-(3-fluoro-2-methoxyphenyl)-2-((tetrahydro-2H-pyran-4-yl) oxy) ethyl)-5-methyl-2,4-dioxo-1,2-dihydrothieno[2,3-d]pyrimidin-3(4H)-yl)-2-methylpropionate